1-[(3aR,4R,6R,6aR)-6-(hydroxymethyl)-2,2-dimethyl-3a,4,6,6a-tetrahydrofuro[3,4-d][1,3]dioxol-4-yl]-6-chloro-4-(cyclopentylamino)pyrazolo[3,4-b]pyridine-5-carbonitrile OC[C@H]1O[C@H]([C@H]2[C@@H]1OC(O2)(C)C)N2N=CC=1C2=NC(=C(C1NC1CCCC1)C#N)Cl